ClC=1C=CC2=C(CC(CC=3N2C(=NN3)[C@@H]3CC[C@H](CC3)OC3=NC=CC=C3)NS(=O)(=O)N(C)C)C1 N'-{8-chloro-1-[trans-4-(pyridin-2-yloxy)cyclohexyl]-5,6-dihydro-4H-[1,2,4]triazolo[4,3-a][1]benzazepin-5-yl}-N,N-dimethylsulfamide